2-ethylidene-6-hepten-5-olide C(C)=C1C(=O)OC(CC1)C=C